12-(benzyloxy)-N-(2,4-difluorobenzyl)-6-(2,2-dimethylhydrazineylidene)-3-methyl-1,11-dioxo-1,4,5,6,7,11-hexahydro-3H-2,7-methanopyrido[1,2-a][1,4]diazonine-10-carboxamide C(C1=CC=CC=C1)OC=1C(C(=CN2C1C(N1C(CCC(C2C1)=NN(C)C)C)=O)C(=O)NCC1=C(C=C(C=C1)F)F)=O